2-[[4-[6-[(6-carbamoyl-2-methyl-3-pyridyl)methoxy]-2-pyridyl]-2,5-difluoro-phenyl]methyl]-7-methoxy-3-[[oxetan-2-yl]methyl]benzimidazole-5-carboxylic acid C(N)(=O)C1=CC=C(C(=N1)C)COC1=CC=CC(=N1)C1=CC(=C(C=C1F)CC=1N(C2=C(N1)C(=CC(=C2)C(=O)O)OC)CC2OCC2)F